(E)-N-[2-Methyl-4-(1-ethyl-3-trifluoromethyl-1H-pyrazole-5-oxy)-5-chlorophenyl]formamidinium CC1=C(C=C(C(=C1)OC1=CC(=NN1CC)C(F)(F)F)Cl)NC=[NH2+]